CN1C=NC=C1C=1CCN(CC1)C(=O)OC(C)(C)C tert-butyl 4-(1-methyl-1H-imidazol-5-yl)-3,6-dihydropyridine-1(2H)-carboxylate